2,5-Dibromobenzaldehyde BrC1=C(C=O)C=C(C=C1)Br